CS(=O)(=O)O.OCCC=1C=C(C=CC1)NC(=N)N 1-(3-(2-hydroxyethyl)phenyl)guanidine methanesulfonate